CC1=C(C=NC=C1)C=1C=CC=C2[C@@H](CCOC12)CN (R)-(8-(4-methylpyridin-3-yl)chroman-4-yl)methanamine